C12COCC(CN(C1)C(C(C)(C)NC(OC(C)(C)C)=O)=O)N2 tert-butyl (1-(3-oxa-7,9-diazabicyclo[3.3.1]nonan-7-yl)-2-methyl-1-oxopropan-2-yl)carbamate